C(C1=CC=CC=C1)(=O)C1=NC(=CC=C1)C(C1=CC=CC=C1)=O 2,6-dibenzoylpyridine